C(C)OC1=CC(=NC=C1C#N)[C@H](C)N1C(C2=CC(=CC(=C2CC1)C=1C(=NC(=CC1)F)C)CCN(C)CC)=O (S)-4-ethoxy-6-(1-(7-(2-(ethyl(methyl)amino)ethyl)-5-(6-fluoro-2-methylpyridin-3-yl)-1-oxo-3,4-dihydroisoquinolin-2(1H)-yl)ethyl)nicotinonitrile